5-(2-(isopropyl(methyl)amino)ethyl)naphthalen-2-ol fumarate C(\C=C\C(=O)O)(=O)O.C(C)(C)N(CCC1=C2C=CC(=CC2=CC=C1)O)C